COC=1C=C2C(=NC(=NC2=CC1C(=O)N1CCOCC1)C)NC(C)C=1SC=C(C1)C1=C(C=CC=C1)CNC (6-methoxy-2-methyl-4-((1-(4-(2-((methylamino)methyl)phenyl)thiophen-2-yl)ethyl)amino)quinazolin-7-yl)(morpholino)methanone